5-amino-2,4-dimethyl-N-(2-{octahydropyrrolo[2,3-c]pyrrol-1-yl}-5,6,7,8-tetrahydroquinolin-6-yl)thieno[2,3-d]pyrimidine-6-carboxamide NC1=C(SC=2N=C(N=C(C21)C)C)C(=O)NC2CC=1C=CC(=NC1CC2)N2CCC1C2CNC1